O1C(OCC1)C=1C=C(C=C2C=NN(C12)COCC[Si](C)(C)C)C(=O)O 7-(1,3-dioxolan-2-yl)-1-((2-(trimethylsilyl)ethoxy)methyl)-1H-indazole-5-carboxylic acid